N*4*-Benzyl-5-(2-isopropyl-4,5-dimethoxy-benzyl)-pyrimidine-2,4-diamine C(C1=CC=CC=C1)NC1=NC(=NC=C1CC1=C(C=C(C(=C1)OC)OC)C(C)C)N